OC1=CC=C(C=C1)C(C1=CC=CC=C1)(C1=CC=C(C=C1)O)C1=CC=C(C=C1)O Tris-(4-hydroxyphenyl)-phenylmethan